1-(7-bromo-2-methylquinolin-3-yl)dihydropyrimidine-2,4(1H,3H)-dione BrC1=CC=C2C=C(C(=NC2=C1)C)N1C(NC(CC1)=O)=O